C(C)(C)(C)OC(=O)N(C(OC(C)(C)C)=O)C1=NC=C(N=C1C1=CC(=NO1)C1=NC=C(C=C1)NC(=N)NC)C1=CC=C(C=C1)S(=O)(=O)C(C)C tert-butyl (tert-butoxycarbonyl)(5-(4-(isopropylsulfonyl)phenyl)-3-(3-(5-(3-methylguanidino)pyridin-2-yl)isoxazol-5-yl)pyrazin-2-yl)carbamate